C[C@@H]1[C@H]([C@@]2([C@@H](C2(C)C)[C@H]3[C@]1([C@@H]4C=C(C(=O)[C@]4(CC(=C3)CO)O)C)O)OC(=O)C)OC(=O)C5=CC=CC=C5NC The molecule is a phorbol ester consisting of phorbol that is acylated at positions 12 and 13 by 2-(methylamino)benzoyl and acetyl groups respectively. It has a role as a metabolite and a fluorescent probe. It is a phorbol ester and a tertiary alpha-hydroxy ketone.